(R)-N-(1-(3-amino-5-(trifluoromethyl)phenyl)ethyl)-6-methoxy-2-methyl-7-morpholinylquinazolin-4-amine NC=1C=C(C=C(C1)C(F)(F)F)[C@@H](C)NC1=NC(=NC2=CC(=C(C=C12)OC)N1CCOCC1)C